C12C(C3CC(CC(C1)C3)C2)NCCNC(=O)C2=NN(C(=C2C)C2=CC=C(C=C2)OC)C2=C(C=C(C=C2)Cl)Cl N-(2-((1r,3r,5r,7r)-adamantan-2-ylamino)ethyl)-1-(2,4-dichlorophenyl)-5-(4-methoxy-phenyl)-4-methyl-1H-pyrazole-3-carboxamide